COC=1C=NC=CC1C1=C(C=NC(=C1)C)C(=O)NC=1SC(=NN1)OC 3'-methoxy-N-(5-methoxy-1,3,4-thiadiazol-2-yl)-6-methyl-(4,4'-bipyridine)-3-carboxamide